N(=[N+]=[N-])CC1=NC(=NC(=C1C(=O)OC(C)(C)C)C)C1=CC=C(C=C1)C(C)(C)C tert-butyl 4-(azidomethyl)-2-(4-tert-butylphenyl)-6-methyl-pyrimidine-5-carboxylate